N'-(6-fluoro-3,3,8-trimethyl-3,4-dihydroquinoxalin-2(1H)-ylidene)-3-methoxypropionyl-hydrazine FC=1C=C2NC(C(NC2=C(C1)C)=NNC(CCOC)=O)(C)C